5-bromo-2-methoxy-pyrimidine BrC=1C=NC(=NC1)OC